CS(=O)(=O)C1=CC=C(C=C1)NC1=NC=CC2=CC(=CC=C12)B1OC(C(O1)(C)C)(C)C N-(4-methylsulfonylphenyl)-6-(4,4,5,5-tetramethyl-1,3,2-dioxaborolan-2-yl)isoquinolin-1-amine